tert-butyl (R)-3-(2-methyl-1-oxopropan-2-yl)pyrrolidine-1-carboxylate CC(C=O)(C)[C@@H]1CN(CC1)C(=O)OC(C)(C)C